COC(=O)C1=CC=C(C=N1)C1CN(CCN1)C(=O)OCC1=CC=CC=C1 Benzyl 3-(6-(methoxycarbonyl)pyridin-3-yl)piperazine-1-carboxylate